C1(CC1)S(=O)(=O)C1=C(C=CC(=C1)NC1=NN(C(=C1)C)C1OCCCC1)C=1SC(=CN1)C1CCC(CC1)NC(OC(C)(C)C)=O Tert-butyl (4-(2-(2-(cyclopropylsulfonyl)-4-((5-methyl-1-(tetrahydro-2H-pyran-2-yl)-1H-pyrazol-3-yl)amino)phenyl)thiazol-5-yl)cyclohexyl)carbamate